C(#N)C1(CC1)NS(=O)(=O)C=1C=C2C(=NC(=NC2=C(C1)N1CCC(CC1)(C)O)C)C=1SC(=NN1)C(F)F N-(1-cyanocyclopropyl)-4-(5-(difluoromethyl)-1,3,4-thiadiazol-2-yl)-8-(4-hydroxy-4-methylpiperidin-1-yl)-2-methylquinazoline-6-sulfonamide